(R)-3-acetamidopyrrolidine-1-carboxylic acid tert-butyl ester C(C)(C)(C)OC(=O)N1C[C@@H](CC1)NC(C)=O